C(C)OC(C1=CC(=C(C=C1)C1CC1)OCC(F)(F)F)=O 4-cyclopropyl-3-(2,2,2-trifluoroethoxy)benzoic acid ethyl ester